tert-butyl 1-methyl-2-oxo-5,7-dihydropyrrolo[3,4-b]pyridine-6-carboxylate CN1C2=C(C=CC1=O)CN(C2)C(=O)OC(C)(C)C